6,8-dimethyl-2-{[4-(4-methylpiperazin-1-yl)phenyl]amino}-5-[2-(triisopropylsilyl)ethynyl]pyrido[2,3-d]pyrimidin-7-one CC1=C(C2=C(N=C(N=C2)NC2=CC=C(C=C2)N2CCN(CC2)C)N(C1=O)C)C#C[Si](C(C)C)(C(C)C)C(C)C